(2R,3S,5R)-5-(6-Amino-2-fluoro-9H-purin-9-yl)-2-ethynyl-2-((((S)-(((S)-1-isopropoxy-1-oxo-3-phenylpropan-2-yl)amino)(phenoxy)phosphoryl) oxy)methyl)tetrahydrofuran-3-yl nonanoate C(CCCCCCCC)(=O)O[C@@H]1[C@](O[C@H](C1)N1C2=NC(=NC(=C2N=C1)N)F)(CO[P@](=O)(OC1=CC=CC=C1)N[C@H](C(=O)OC(C)C)CC1=CC=CC=C1)C#C